2-({2-chloro-4-fluoro-5-[3-methyl-2,6-dioxo-4-(trifluoromethyl)-3,6-dihydropyrimidin-1(2H)-yl]benzoyl}oxy)-2-methylpropanoic acid ClC1=C(C(=O)OC(C(=O)O)(C)C)C=C(C(=C1)F)N1C(N(C(=CC1=O)C(F)(F)F)C)=O